3-({3,5-dimethyl-4-[(4-methylpiperazin-1-yl)carbonyl]-1H-pyrrol-2-yl}methylene)-1,3-dihydro-2H-indol-2-one CC1=C(NC(=C1C(=O)N1CCN(CC1)C)C)C=C1C(NC2=CC=CC=C12)=O